C(#N)C1=CC=C(C=C1)S(=O)(=O)N(CC=1C=C2CCCN(C2=CC1)CC)C1CCCC1 4-Cyano-N-cyclopentyl-N-((1-ethyl-1,2,3,4-tetrahydroquinolin-6-yl)methyl)benzenesulfonamide